C(N)(=O)C=1C=[N+](C=CC1)[C@H]1[C@@H]([C@@H]([C@H](O1)COP(=O)([O-])[O-])O)O.[Li+].FC(C(C(C(C(C(F)(F)F)(F)F)(F)F)(F)F)(F)F)(S(=O)(=O)N)F PerfluorohexaneSulfonamide Lithium ((2R,3S,4R,5R)-5-(3-carbamoylpyridin-1-ium-1-yl)-3,4-dihydroxytetrahydrofuran-2-yl)methyl-phosphate